C1(CC1)C([C@@H](C(=O)NC1=C(C=C(C(=C1)CC)[C@H](C(NCC(F)(F)F)=O)C)F)NC(=O)C1=CC=NN1C(C)C)C1CC1 N-((S)-1,1-dicyclopropyl-3-((5-ethyl-2-fluoro-4-((R)-1-oxo-1-((2,2,2-trifluoroethyl)amino)propan-2-yl)phenyl)amino)-3-oxopropan-2-yl)-1-isopropyl-1H-pyrazole-5-carboxamide